S1C2=C(C=C1)C(=CC=C2)N2CCN(CC2)C2=CC=CC=1SC=CC12 1,4-bis(benzo[b]thiophen-4-yl)piperazine